OC1=C(C=C(C=C1)C(C)(C)C1=CC=C(C=C1)C(C)(C1=CC(=C(C(=C1)C)O)C)C1=CC(=C(C(=C1)C)O)C)F 4,4'-[1-[4-[1-(4-hydroxy-3-fluorophenyl)-1-methylethyl]phenyl]ethylidene]bis(2,6-dimethylphenol)